8-acetyl-2-bromo-6-(trifluoromethyl)chromen-4-one C(C)(=O)C=1C=C(C=C2C(C=C(OC12)Br)=O)C(F)(F)F